N[C@H](C(=O)NCC1=C(C=CC=C1)C(F)(F)F)CCCCN (2S)-2,6-diamino-N-[2-(trifluoromethyl)benzyl]hexanamide